2-[(3-chloro-4-fluorophenyl)-(2,2-dimethyloxan-4-yl)oxymethyl]-5-methyl-4-methylsulfonyl-1H-imidazole ClC=1C=C(C=CC1F)C(C=1NC(=C(N1)S(=O)(=O)C)C)OC1CC(OCC1)(C)C